[N+](=O)([O-])O[C@H]1[C@@H]([C@H]([C@H](C1)O[N+](=O)[O-])C\C=C/CCCC(=O)OC(C)C)\C=C\[C@H](COC1=CC(=CC=C1)C(F)(F)F)O[N+](=O)[O-] Isopropyl (Z)-7-((1R,2R,3R,5S)-3,5-bis(nitrooxy)-2-((R,E)-3-(nitrooxy)-4-(3-(trifluoromethyl)phenoxy)but-1-en-1-yl)cyclopentyl)hept-5-enoate